O=C1NN=C(C2=CC=CC=C12)C1=CC=C(CC2(CC2)S(=O)(=O)N)C=C1 (4-(4-oxo-3,4-dihydro-phthalazin-1-yl)benzyl)cyclopropanesulphonamide